ClC1=C(C=CC=C1)C1=C(C=C(C=C1)NC(=O)[C@@H]1[C@H]2CC[C@@H]([C@H]1C1=CC=NC=C1)O2)F (1R,2S,3R,4S)-N-(2'-chloro-2-fluoro-[1,1'-biphenyl]-4-yl)-3-(pyridin-4-yl)-7-oxabicyclo[2.2.1]heptane-2-carboxamide